FC1=C(C=C(CC2(CC2)C(=O)O)C=C1)C 1-(4-fluoro-3-methylbenzyl)cyclopropane-1-carboxylic acid